6-((3-fluorobenzyl)oxy)-1-methylindole-2,3-dione FC=1C=C(COC2=CC=C3C(C(N(C3=C2)C)=O)=O)C=CC1